2-{[5-(dimethylamino)-5-oxopentyl]amino}acetic acid CN(C(CCCCNCC(=O)O)=O)C